FC=1C=C(C=CC1OC=1C=C2C=NN(C2=CC1C=1C=NNC1)C)NC(=O)C=1C(N(C(=CC1)CC)C1=CC=C(C=C1)F)=O N-(3-fluoro-4-(1-methyl-6-(1H-pyrazol-4-yl)-1H-indazol-5-yloxy)phenyl)-1-(4-fluorophenyl)-6-ethyl-2-oxo-1,2-dihydropyridine-3-carboxamide